5H,6H,7H-cyclopenta[c]Pyridin-7-ol C1=NC=CC2=C1C(CC2)O